N-(2-(naphthalen-2-yl)ethyl)cyclobutanecarboxamide C1=C(C=CC2=CC=CC=C12)CCNC(=O)C1CCC1